4-(2-bromo-4-(1-(3,5-dichlorophenyl)-4-oxo-1,4-dihydro-quinazolin-3(2H)-yl)phenyl)-2,2-dimethyl-piperazine-1-carboxylic acid tert-butyl ester C(C)(C)(C)OC(=O)N1C(CN(CC1)C1=C(C=C(C=C1)N1CN(C2=CC=CC=C2C1=O)C1=CC(=CC(=C1)Cl)Cl)Br)(C)C